C(C)OC(=O)[C@H]1[C@@H]2CC3=C(C=NC(=C3)OCC3=C(C=C4C(CN(C4=C3)C3=C(C=CC=C3)C(F)(F)F)(C)C)F)[C@@H]21 (5aR,6S,6aS)-ethyl-3-((5-fluoro-3,3-dimethyl-1-(2-(trifluoromethyl)phenyl)indolin-6-yl) methoxy)-5,5a,6,6a-tetrahydrocyclopropa[4,5]cyclopenta[1,2-c]pyridine-6-carboxylate